ClC=1C=CC(=NC1)C1=CC(=C(C(=N1)C)C(=O)OCC)C ethyl 6-(5-chloro-2-pyridinyl)-2,4-dimethyl-pyridine-3-carboxylate